C(C)(=O)O[C@H]1[C@H]([C@@H]([C@]2(C)[C@@H]1[C@@H]1CCC=3C=C(C=CC3[C@H]1CC2)O)OC(C)=O)OC(C)=O (15α,16α,17β)-3-hydroxy-estra-1,3,5(10)-triene-15,16,17-triol triacetate